3-(3-((6-(benzylthio)pyridin-3-yl)methyl)isoxazol-5-yl)pyridin-2-amine C(C1=CC=CC=C1)SC1=CC=C(C=N1)CC1=NOC(=C1)C=1C(=NC=CC1)N